BrC=1C=C(C=CC1)C1=CC(=C(N1)CC1CC1)C(=O)N 5-(3-Bromophenyl)-2-(cyclopropylmethyl)-1H-pyrrole-3-carboxamide